N-[4-(6,7-dimethoxyquinolin-4-yloxy)-2-fluorophenyl]-3-oxo-4-phenyl-3,4-dihydropyrazine-2-carboxamide COC=1C=C2C(=CC=NC2=CC1OC)OC1=CC(=C(C=C1)NC(=O)C1=NC=CN(C1=O)C1=CC=CC=C1)F